(1-((3-(5-Methyl-4-oxo-7-propyl-4,5-dihydro-3H-pyrrolo[3,2-d]pyrimidin-2-yl)-4-propoxyphenyl)sulfonyl)piperidin-4-yl)methylnitrat CN1C=C(C=2N=C(NC(C21)=O)C=2C=C(C=CC2OCCC)S(=O)(=O)N2CCC(CC2)CO[N+](=O)[O-])CCC